N-[(1R,3S)-3-{[6-chloro-2-(trifluoromethyl)quinolin-4-yl]amino}cyclohexyl]-1,3-bis(difluoromethyl)-1H-pyrazole-4-carboxamide ClC=1C=C2C(=CC(=NC2=CC1)C(F)(F)F)N[C@@H]1C[C@@H](CCC1)NC(=O)C=1C(=NN(C1)C(F)F)C(F)F